perfluorooctane Sodium decanesulfonate C(CCCCCCCCC)S(=O)(=O)[O-].[Na+].FC(C(C(C(C(C(C(C(F)(F)F)(F)F)(F)F)(F)F)(F)F)(F)F)(F)F)(F)F